methyl-3,8-diazabicyclo[3.2.1]octane-8-carboxamide CC12CNCC(CC1)N2C(=O)N